C1(CCC1)C[C@H](N)C(=O)O β-cyclobutyl-L-alanine